CN(C(\C=C\C(=O)O)=O)CCCCCCCCC N-methyl-N-n-nonyl-fumaric acid amide